ClC=1C=C(C=NC1)C1=NC(=C2N=CN(C2=N1)[C@H]1[C@@H]([C@@H]([C@H](O1)C(=O)NC)O)O)NCC1=NC=CC(=C1)C(F)(F)F (2S,3S,4R,5R)-5-(2-(5-chloropyridin-3-yl)-6-(((4-(trifluoromethyl)pyridin-2-yl)methyl)amino)-9H-purin-9-yl)-3,4-dihydroxyl-N-methyltetrahydrofuran-2-carboxamide